COC=1C=C(C=CC1C1=NC=CC=C1)C1=CNC2=NC=C(C=C21)C=2C=CC1=C(CC[C@H](CC1)N1C3COCC1C3)C2 6-[(7S)-2-{3-[3-Methoxy-4-(pyridin-2-yl)phenyl]-1H-pyrrolo[2,3-b]pyridin-5-yl}-6,7,8,9-tetrahydro-5H-benzo[7]annulen-7-yl]-3-oxa-6-azabicyclo[3.1.1]heptane